N-phenyltetrahydrofuran-3-amine C1(=CC=CC=C1)NC1COCC1